2-amino-6-(1,1-difluoroethyl)nicotinic acid NC1=C(C(=O)O)C=CC(=N1)C(C)(F)F